O=C1NC(CCC1N1C(N(C2=C1C=CC(=C2)C#CCOCC2CCN(CC2)C(=O)OC(C)(C)C)C)=O)=O tert-butyl 4-[3-[1-(2,6-dioxo-3-piperidyl)-3-methyl-2-oxo-benzimidazol-5-yl]prop-2-ynoxymethyl]piperidine-1-carboxylate